O=C1C=CC(=NN1)N1CCN(CC1)C(=O)OCC1=CC=CC=C1 benzyl 4-(6-oxo-1,6-dihydropyridazin-3-yl)piperazine-1-carboxylate